NC=1C(NC(NC1C(=O)NC)=O)=O 5-amino-2,4-diketo-N-methyl-1H-pyrimidine-6-carboxamide